ClC1=C(C(=CC=C1)F)C12C(OCCN1)CCCC2 4a-(2-Chloro-6-fluorophenyl)octahydro-2H-benzo[b][1,4]oxazine